COCCOC=1C(OC(=CC1NC1=NC=CC=N1)C(=O)O)=O 3-(2-methoxyethoxy)-2-oxo-4-(pyrimidin-2-ylamino)-2H-pyran-6-carboxylic acid